C(C(C)C)[Al](CCCCCCC=C)CCCCCCC=C isobutyl-bis(oct-7-en-1-yl)-aluminum